C(C1=CC=CC=C1)OC(=O)N1[C@@H](C[C@H](C1)O)C(=O)C1=CNC2=CC(=CC=C12)F (2S,4R)-2-(6-fluoro-1H-indole-3-carbonyl)-4-hydroxypyrrolidine-1-carboxylic acid benzyl ester